1-azaphenol N1(CC=CC=C1)O